O=C1NC(CC[C@H]1N1C(C2=CC=C(C=C2C1=O)N1CC(C1)N1CC2=CC=C(C=C2CC1)NC=1C(=NC=C(N1)N1CCCCC1)C(=O)N)=O)=O {[2-(1-{2-[(3R)-2,6-dioxopiperidin-3-yl]-1,3-dioxoisoindol-5-yl}azetidin-3-yl)-3,4-dihydro-1H-isoquinolin-6-yl]amino}-5-(piperidin-1-yl)pyrazine-2-carboxamide